BrC=1C(=NC(=NC1)NS(=O)(=O)C1=CC(=CC=C1)[N+](=O)[O-])Cl N-(5-bromo-4-chloro-pyrimidin-2-yl)-3-nitro-benzenesulfonamide